O[C@@H]1[C@H](O[C@@H]([C@H]([C@@H]1O)O)CO)OCCN(C(CCCCCNC(OCC1=CC=CC=C1)=O)=O)CCO[C@H]1O[C@@H]([C@H]([C@@H]([C@@H]1O)O)O)CO benzyl (6-(bis(2-(((2S,3S,4S,5S,6R)-3,4,5-trihydroxy-6-(hydroxymethyl) tetrahydro-2H-pyran-2-yl)oxy)ethyl)amino)-6-oxohexyl)carbamate